FC1=CC(=C(C=C1)NC=1C=NC=2CCN(CC2C1)C=1C(=CC=2N(N1)C(C=CN2)=O)C)OC 7-(3-((4-fluoro-2-methoxyphenyl)amino)-7,8-dihydro-1,6-naphthyridin-6(5H)-yl)-8-methyl-4H-pyrimido[1,2-b]pyridazin-4-one